6-(2-amino-5-(3,4-dihydro-2H-benzo[b][1,4]dioxepin-7-yl)pyridin-3-yl)-3,4-dihydroisoquinolin-1(2H)-one NC1=NC=C(C=C1C=1C=C2CCNC(C2=CC1)=O)C1=CC2=C(OCCCO2)C=C1